Cl.Cl.C(C)N(CCCNC(=O)C1=CC2=C(N3C(S2)=NC(=C3)C3=CC=C(C=C3)C3NCCC3)C=C1)CC N-(3-(diethylamino)propyl)-2-(4-(pyrrolidin-2-yl)phenyl)benzo[d]imidazo[2,1-b]thiazole-7-carboxamide dihydrochloride